ClC=1N=CC(=NC1)CC=1N=C(C2=C(N1)OC(=C2C(=O)N)C)NC2(CC2)C ((5-Chloropyrazin-2-yl)methyl)-6-methyl-4-((1-methylcyclopropyl)amino)furo[2,3-d]pyrimidine-5-carboxamide